C(C)(C)(C)OC(N[C@H](C(=O)NCC1=CC=C(C=C1)OCC1=C(C=CC=C1)F)CC)=O (S)-(1-((4-((2-fluorobenzyl)oxy)benzyl)amino)-1-oxobut-2-yl)carbamic acid tert-butyl ester